5-(6-chloropyridin-3-yl)-6-methyl-4-(2,4,6-trifluorophenyl)pyridazine ClC1=CC=C(C=N1)C=1C(=CN=NC1C)C1=C(C=C(C=C1F)F)F